COC(N(C=1SC(=CC1)C1=NN(C2=NC=NC(=C21)N)C(C)C=2OC1=CC=CC=C1C(C2C2=CC(=CC=C2)F)=O)C(C)(C)C)=O tert-butyl-(5-(4-amino-1-(1-(3-(3-fluorophenyl)-4-oxo-4H-chromen-2-yl)ethyl)-1H-pyrazolo[3,4-d]pyrimidin-3-yl)thiophen-2-yl)carbamic acid methyl ester